C1=C2C(=CN=C1)OCC=1C=C(C=CC12)N 6H-isochromeno[3,4-c]pyridin-8-amine